5-(3-methyl-1H-pyrazol-4-yl)-N-(1-(oxetan-3-yl)-3-(pyridin-2-yl)-1H-pyrazol-4-yl)furan-2-carboxamide CC1=NNC=C1C1=CC=C(O1)C(=O)NC=1C(=NN(C1)C1COC1)C1=NC=CC=C1